Oximinomalonate N(O)=C(C(=O)[O-])C(=O)[O-]